zinc octacosanyl alcohol C(CCCCCCCCCCCCCCCCCCCCCCCCCCC)O.[Zn]